FC1(CCN(CC1)C(=O)C=1C=C2C(=NC1)N(C=C2)C=2C=CC(=NC2)C#N)F 5-(5-(4,4-difluoropiperidin-1-carbonyl)-1H-pyrrolo[2,3-b]pyridin-1-yl)pyridinecarbonitrile